SCCC(=O)OCCCCCCCC(C)C i-decyl 3-mercaptopropionate